[Cl-].[Cl-].C[SiH](C)[Hf+2](C1C=C(C2=CC(=CC=C12)C)C)C1C=CC=C1 dimethylsilylcyclopentadienyl-(3,5-dimethylindenyl)hafnium dichloride